4-((2S,3S,4R,5S)-3-(3,4-difluoro-2-(methoxy-d3)phenyl)-4,5-dimethyl-5-(trifluoromethyl)tetrahydrofuran-2-carboxamido)picolinamide FC=1C(=C(C=CC1F)[C@H]1[C@H](O[C@@]([C@@H]1C)(C(F)(F)F)C)C(=O)NC1=CC(=NC=C1)C(=O)N)OC([2H])([2H])[2H]